Arachidoyl-CoA C(CCCCCCCCCCCCCCCCCCC)(=O)SCCNC(CCNC([C@@H](C(COP(OP(OC[C@@H]1[C@H]([C@H]([C@@H](O1)N1C=NC=2C(N)=NC=NC12)O)OP(=O)(O)O)(=O)O)(=O)O)(C)C)O)=O)=O